Dimethylthiosulfinate CS(=S)([O-])C